(S)-nicotine mono-orotate hemi-hydrate O.C(C1=CC(=O)NC(=O)N1)(=O)O.N1=CC=CC(=C1)[C@H]1N(C)CCC1.N1=CC=CC(=C1)[C@H]1N(C)CCC1.C(C1=CC(=O)NC(=O)N1)(=O)O